(2-morpholinoethyl)thiazole O1CCN(CC1)CCC=1SC=CN1